CN1C[C@H]([C@@H](C1)C1=CC(=CC2=C1N=C(O2)C2=CC(=CC(=C2)Cl)Cl)C(=O)[O-])C2=CC(=CC1=C2N=C(O1)C1=CC(=CC(=C1)Cl)Cl)C(=O)[O-] (3R,4R)-1-methylpyrrolidine-3,4-diylbis(2-(3,5-dichlorophenyl)-benzo[d]oxazole-6-carboxylate)